O=C1NC(CCC1N1C(C2=CC=C(C=C2C1)CNC(=O)C=1C(OC2=CC=CC=C2C1)=O)=O)=O N-((2-(2,6-dioxopiperidin-3-yl)-1-oxoisoindolin-5-yl)methyl)-2-oxo-2H-chromene-3-carboxamid